ClC=1C(=NN(C1)C(F)F)C1=NC(=NC=C1C(F)(F)F)N[C@@H]1CC[C@H](CC1)N(C(=O)NCCOC)C1=NC=C(N=C1)C=1C=NN(C1)C 1-(trans-4-((4-(4-chloro-1-(difluoromethyl)-1H-pyrazol-3-yl)-5-(trifluoromethyl)-pyrimidin-2-yl)amino)cyclohexyl)-3-(2-methoxyethyl)-1-(5-(1-methyl-1H-pyrazol-4-yl)pyrazin-2-yl)urea